C(C)C1(CC=C(C(=O)[O-])C=C1)C1(COCC1)NC(=O)C=1N(C2=CC(=C(C(=C2C1)Cl)Cl)OCC1CN(C(O1)=O)C)C 4-(±)-Ethyl-4-[3-[[4,5-dichloro-1-methyl-6-[(3-methyl-2-oxo-oxazolidin-5-yl)methoxy]indole-2-carbonyl]amino]tetrahydrofuran-3-yl]benzoate